FC1=C(C=CC(=C1)F)NS(=O)(=O)C1=CNC(=C1)C1=CC=C(C=C1)F N-(2,4-difluorophenyl)-5-(4-fluorophenyl)-1H-pyrrole-3-sulfonamide